N-(2-methyl-5-nitropyridine-3-yl)-4-(pyridine-3-yl)pyrimidine-2-amine CC1=NC=C(C=C1NC1=NC=CC(=N1)C=1C=NC=CC1)[N+](=O)[O-]